FCOC1=C(C=C(C=C1)/C=C/C(=O)Cl)OC (E)-3-[4-(fluoranylmethoxy)-3-methoxy-phenyl]prop-2-enoyl chloride